2,6-Difluoro-3-(6-(3-isopropylmorpholino)-1-methyl-1H-pyrazolo[4,3-c]pyridin-3-yl)-5-(trifluoromethyl)phenol FC1=C(C(=C(C=C1C1=NN(C2=C1C=NC(=C2)N2C(COCC2)C(C)C)C)C(F)(F)F)F)O